CC1=C(C(=O)NC2(CC2)C2=C3C=CC=NC3=CC(=C2)C2=CN=C(O2)C)C=C(C=C1)N1CC2CCC(C1)N2C 2-methyl-5-(8-methyl-3,8-diazabicyclo[3.2.1]octan-3-yl)-N-(1-(7-(2-methyloxazol-5-yl)quinolin-5-yl)cyclopropyl)benzamide